1,3,4,5,6,7-hexahydro-2,5,5-trimethyl-2H-2,4A-ethanonaphthalene CC12CC3=CCCC(C3(CC1)CC2)(C)C